1-(tert-butyl) 2-methyl (2S,3R,4R)-4-(methylamino)-3-(3-(4,4,5,5-tetramethyl-1,3,2-dioxaborolan-2-yl)propyl)pyrrolidine-1,2-dicarboxylate CN[C@@H]1[C@H]([C@H](N(C1)C(=O)OC(C)(C)C)C(=O)OC)CCCB1OC(C(O1)(C)C)(C)C